C(C)OC(=O)C=1C=NN(C1C(F)(F)F)C=1C=NC=CC1 1-(pyridin-3-yl)-5-(trifluoromethyl)-1H-pyrazole-4-carboxylic acid ethyl ester